COC1=NC=CC(=C1)C1=C(C=2CCC2C=C1C)NC(=O)N=S(=O)(N)C=1C=NN2C1OCCC2 N'-((3-(2-methoxypyridin-4-yl)-4-methylbicyclo[4.2.0]octa-1(6),2,4-trien-2-yl)carbamoyl)-6,7-dihydro-5H-pyrazolo[5,1-b][1,3]oxazine-3-sulfonimidamide